3-(4-((1-((2-fluorophenyl)sulfonyl)-1H-benzimidazol-2-yl)thio)butoxy)-5,7-dimethoxy-2-(3,4,5-trimethoxyphenyl)-4H-chromen-4-one FC1=C(C=CC=C1)S(=O)(=O)N1C(=NC2=C1C=CC=C2)SCCCCOC2=C(OC1=CC(=CC(=C1C2=O)OC)OC)C2=CC(=C(C(=C2)OC)OC)OC